OC1=CC(=NNC1=O)CCC1=CC=C(C#N)C=C1 4-[2-(5-hydroxy-6-oxo-1,6-dihydropyridazin-3-yl)ethyl]benzonitrile